3-(4-Fluorophenoxymethyl)-2-{[6-methyl-3-(pyrimidin-2-yl)pyridin-2-yl]carbonyl}-2-azabicyclo[3.1.1]heptan FC1=CC=C(OCC2N(C3CC(C2)C3)C(=O)C3=NC(=CC=C3C3=NC=CC=N3)C)C=C1